NC(C(=O)O)CC[Se]C 2-amino-4-(methylseleno)butanoic acid